BrC1=CC=C2C=CN(C2=C1)C(=O)OC(C)(C)C tert-butyl 6-bromoindole-1-carboxylate